4-(2-chlorophenyl)-N-((2R)-4-((tetrahydro-2H-pyran-2-yl)oxy)butan-2-yl)quinazoline-2-carboxamide ClC1=C(C=CC=C1)C1=NC(=NC2=CC=CC=C12)C(=O)N[C@H](C)CCOC1OCCCC1